CN(CCN1C(C2=CC=CC=3C2=C(C1=O)C=C(C3)[N+](=O)[O-])=O)C 2-(2-(dimethylamino)ethyl)-5-nitro-1H-benzo[de]isoquinoline-1,3(2H)-dione